FC1(CCC(CC1)C1=NC=CC(=C1NC(=O)C1=CC(=NS1)OC)C1=C(C=CC(=C1)F)F)F N-(2-(4,4-difluorocyclohexyl)-4-(2,5-difluorophenyl)pyridin-3-yl)-3-methoxyisothiazole-5-carboxamide